Ethyl (5-carboxybenzoxazol-2-yl)acetate C(=O)(O)C=1C=CC2=C(N=C(O2)CC(=O)OCC)C1